ClC1=C(C=CC(=C1)OC(F)(F)F)N1N=C(C=2C1=NC=CC2C=C)C2CN(C2)C(=O)OC(C)(C)C tert-butyl 3-[1-[2-chloro-4-(trifluoromethoxy)phenyl]-4-vinyl-pyrazolo[3,4-b]pyridin-3-yl]azetidine-1-carboxylate